COC1=C(CC2=C(C(=NC=C2OC2=NC=C(C=C2)F)N)F)C=CC(=C1)OC (2,4-dimethoxybenzyl)-3-fluoro-5-((5-fluoropyridin-2-yl)oxy)pyridin-2-amine